hydroxy-5-(2-((5-methoxybenzo[d]thiazol-2-yl)amino)acetamido)pentanamide OC(C(=O)N)CCCNC(CNC=1SC2=C(N1)C=C(C=C2)OC)=O